ClC1=CC2=C(N(C=N2)CCC[C@H]2NCCC[C@@H]2O)C(=C1)C=1C(=NOC1C)C (2R,3S)-2-(3-(5-chloro-7-(3,5-dimethylisoxazol-4-yl)-1H-benzo[d]imidazol-1-yl)propyl)piperidin-3-ol